iridium(III) bis(phenylmethyl-pyridine) C1(=CC=CC=C1)CC1=NC=CC=C1.C1(=CC=CC=C1)CC1=NC=CC=C1.[Ir+3]